FC1(OC(OC1(Cl)Cl)(C(F)(F)F)C(F)(F)F)F 4,4-difluoro-5,5-dichloro-2,2-bis(trifluoromethyl)-1,3-dioxolane